NC1=C2C(N(C(C2=CC=C1F)=O)C(CS(=O)(=O)C)C1=CC(=C(C=C1)OC)OCC)=O 4-amino-2-(1-(3-ethoxy-4-methoxyphenyl)-2-(methylsulfonyl)ethyl)-5-fluoroisoindoline-1,3-dione